ClC1=NC=C(C(=O)O)C(=C1)OC 6-chloro-4-methoxynicotinic acid